[N+](=O)([O-])C(C(=O)O)C(O)(C(=O)O)CC(=O)O nitrocitric acid